5-{2-[2-(N-methyl-5-methoxyquinoline-8-sulfonamido)phenyl]ethynyl}pyridine-2-carboxylic acid CN(S(=O)(=O)C=1C=CC(=C2C=CC=NC12)OC)C1=C(C=CC=C1)C#CC=1C=CC(=NC1)C(=O)O